C1(CC1)CCN(C1=C2CN(C(C2=CC=C1)=O)C1C(NC(CC1)=O)=O)C1CCC(CC1)NC1CC(C1)(F)F 3-(4-((2-cyclopropylethyl)((1s,4s)-4-((3,3-difluorocyclobutyl)amino)cyclohexyl)amino)-1-oxoisoindolin-2-yl)piperidine-2,6-dione